(2-fluoro-4-(quinazolin-4-ylamino)phenyl)-2-phenyl-2-(5-(4-(piperazin-1-yl)phenyl)-2H-indazol-2-yl)acetamide FC1=C(C=CC(=C1)NC1=NC=NC2=CC=CC=C12)C(C(=O)N)(N1N=C2C=CC(=CC2=C1)C1=CC=C(C=C1)N1CCNCC1)C1=CC=CC=C1